(3R)-3-(7-{[(2R,5R*)-2-cyclopropyl-7-hydroxy-5-methyl-2,3-dihydropyrido[2,3-f][1,4]oxazepine-4(5H)-yl]methyl}-1-benzothiophen-5-yl)-3-(1,4-dimethyl-1H-benzotriazol-5-yl)propanoic acid C1(CC1)[C@H]1OC2=C([C@H](N(C1)CC1=CC(=CC=3C=CSC31)[C@@H](CC(=O)O)C3=C(C1=C(N(N=N1)C)C=C3)C)C)N=C(C=C2)O |o1:7|